4-[(4,6-dioctylthio-1,3,5-triazin-2-yl)amino]-2,6-di-tert-butyl-Ethyl-phenol C(CCCCCCC)SC1=NC(=NC(=N1)SCCCCCCCC)NC1=CC(=C(C(=C1)C(C)(C)C)O)CCC(C)(C)C